ClC=1C(=C(CN2C(CC(CC2)(C(=O)O)CC2=NC(=CC=C2F)NC2=NNC(=C2)CC)CC)C=CC1)F 1-(3-chloro-2-fluorobenzyl)-2-ethyl-4-((6-((5-ethyl-1H-pyrazol-3-yl)amino)-3-fluoropyridin-2-yl)methyl)piperidine-4-carboxylic acid